(3-(4,4-bis(methoxymethyl)-cyclohexyl)-2-((methyl(2-(methylamino)ethyl)amino)-methyl)-6,7-dihydropyrazolo-[1,5-a]pyrazin-5(4H)-yl)-(cyclopropyl)methanone COCC1(CCC(CC1)C=1C(=NN2C1CN(CC2)C(=O)C2CC2)CN(CCNC)C)COC